5-fluoro-4-pentene-1,5-sultone FC1=CCCCS(=O)(=O)O1